C(C)(C)(C)OC(N[C@H](C(=O)NS(=O)(=O)CC)CC(C)(C)C)=O (S)-4,4-dimethyl-1-(N-methylmethanesulfonylamino)-1-oxopent-2-ylcarbamic acid tert-butyl ester